aminoketoxime NC(=NO)N